6-bromo-2-chlorothieno[3,2-d]pyrimidin-4-amine BrC1=CC=2N=C(N=C(C2S1)N)Cl